C(C)C1(CCC=2C(=CC=C3CC(COC23)C2=C(C=C(C=C2)C)O)O1)CC 2-(8,8-Diethyl-3,4,9,10-tetrahydro-2H-pyrano[2,3-h]chromen-3-yl)-5-methylphenol